1,6-Nonadien C=CCCCC=CCC